2-(pyridin-2-yl)spiro[3.3]heptane-2-carboxylic acid N1=C(C=CC=C1)C1(CC2(C1)CCC2)C(=O)O